C(C1=CC=CC=C1)N1C=C(CC=C1)C#N 1-benzyl-3-cyano-1,4-dihydropyridine